6-chloro-N,N-dicyclopropyl-4-((1-fluoro-7-oxo-6,7,8,9,10,11-hexahydro-5H-pyrido[3',4':4,5]pyrrolo[2,3-f]isoquinolin-2-yl)oxy)pyridazine-3-carboxamide ClC1=CC(=C(N=N1)C(=O)N(C1CC1)C1CC1)OC=1N=CC=2CCC3=C(C2C1F)NC1=C3C(NCC1)=O